di((Z)-non-2-en-1-yl) 9-((4-(4-(2-hydroxyethyl)piperazin-1-yl)butanoyl)oxy)-heptadecanedioate OCCN1CCN(CC1)CCCC(=O)OC(CCCCCCCC(=O)OC\C=C/CCCCCC)CCCCCCCC(=O)OC\C=C/CCCCCC